S1C(=NC2=C1C=CC=C2)OC2=C(C=C(C=C2)CCC(CC)(O)C(F)(F)F)OC2CCCC2 1-[4-(1,3-benzothiazol-2-yloxy)-3-(cyclopentyloxy)-phenyl]-3-(trifluoromethyl)-pentan-3-ol